(1S,2S)-2-((6-(4-((((R)-1-(2-methoxyphenyl)ethoxy)carbonyl)amino)-3-methylisoxazol-5-yl)-2-methylpyridin-3-yl)carbamoyl)cyclohexane-1-carboxylic acid COC1=C(C=CC=C1)[C@@H](C)OC(=O)NC=1C(=NOC1C1=CC=C(C(=N1)C)NC(=O)[C@@H]1[C@H](CCCC1)C(=O)O)C